2-allyl-2-azaspiro[4.5]decan-1-one C(C=C)N1C(C2(CC1)CCCCC2)=O